N-[2-[(tert-butyldimethylsilyl)oxy]ethyl]-6-chloropyridine-3-sulfonamide [Si](C)(C)(C(C)(C)C)OCCNS(=O)(=O)C=1C=NC(=CC1)Cl